The molecule is a pyrimidine ribonucleoside 5'-triphosphate and a cytidine 5'-phosphate. It has a role as an Escherichia coli metabolite and a mouse metabolite. It is a conjugate acid of a CTP(4-) and a CTP(3-). C1=CN(C(=O)N=C1N)[C@H]2[C@@H]([C@@H]([C@H](O2)COP(=O)(O)OP(=O)(O)OP(=O)(O)O)O)O